6-chloro-2-(methoxymethoxy)-3-methylbenzaldehyde ClC1=CC=C(C(=C1C=O)OCOC)C